[Cl-].[Cl-].ClC1=C(CCC=CCC1)Cl.[Pd+2] palladium (II) dichloro(1,5-cyclooctadiene) dichloride